{[3-(furan-3-yl)phenoxy]acetyl}amino-3',5'-dimethylbiphenyl-3-carboxylic acid O1C=C(C=C1)C=1C=C(OCC(=O)NC2=C(C=CC=C2C(=O)O)C2=CC(=CC(=C2)C)C)C=CC1